FC1=C(C=C(C(=C1)F)C)C=1C(=C2N(N1)CCC2)C=2C=C1N=CC=NC1=CC2 6-(2-(2,4-Difluoro-5-methylphenyl)-5,6-dihydro-4H-pyrrolo[1,2-b]pyrazol-3-yl)quinoxaline